4-[[3-fluoro-2-methoxy-propyl]-[4-(5,6,7,8-tetrahydro-1,8-naphthyridin-2-yl)butyl]amino]-2-[[1-(3-fluoro-5-methoxy-4-pyridyl)cyclopropanecarbonyl]amino]butanoic acid FCC(CN(CCC(C(=O)O)NC(=O)C1(CC1)C1=C(C=NC=C1OC)F)CCCCC1=NC=2NCCCC2C=C1)OC